4-(3-fluoro-4-methoxyphenyl)but-3-en-1-amine FC=1C=C(C=CC1OC)C=CCCN